4-((1-(2-Chlorophenyl)ethyl)amino)-N-((R,E)-4-(methylsulfonyl)but-3-en-2-yl)benzamide ClC1=C(C=CC=C1)C(C)NC1=CC=C(C(=O)N[C@H](C)\C=C\S(=O)(=O)C)C=C1